OC1CC(C1)NC(=O)C=1C(=C2C(=NC1)SC(=C2)C2=CN=CS2)NC(C)C N-(3-Hydroxycyclobutyl)-4-(isopropylamino)-2-(thiazol-5-yl)thieno[2,3-b]pyridin-5-carboxamid